ClC=1C=C(CSC2=NN=C3N2C(=CC(N3)=O)CCC)C=CC1Cl 3-[(3,4-dichlorobenzyl)sulfanyl]-5-propyl-[1,2,4]triazolo[4,3-a]pyrimidin-7(8H)-one